C[Si](CCOCN1C=NC=C1C1=CC=C(C(=O)O)C=C1)(C)C 4-(1-((2-(trimethylsilyl)ethoxy)methyl)-1H-imidazol-5-yl)benzoic acid